C(C)(=O)N1CC(N(CC1)CC(=O)N1[C@@H](C[C@H](C1)F)C(=O)N[C@H](C1=CC=C(C=C1)C(C)C)C1=CC=CC=C1)=O (2S,4R)-1-[2-(4-acetyl-2-oxopiperazin-1-yl)acetyl]-4-fluoro-N-[(S)-phenyl[4-(propan-2-yl)phenyl]methyl]pyrrolidine-2-carboxamide